5-chloro-4-morpholin-2-yl-2-(4-pyridinyl)-1H-pyrimidin-6-one ClC1=C(N=C(NC1=O)C1=CC=NC=C1)C1CNCCO1